tert-butyl (Z)-(5-(prop-1-en-1-yl)pyridin-2-yl)carbamate C(=C/C)/C=1C=CC(=NC1)NC(OC(C)(C)C)=O